2-(BENZYLOXY)-5-ETHOXYPHENYLBORONIC ACID C(C1=CC=CC=C1)OC1=C(C=C(C=C1)OCC)B(O)O